5-chloro-2-(4,6-dihydro-2H-pyrrolo[3,4-c]pyrazol-5-yl)oxazolo[4,5-b]pyridine ClC1=CC=C2C(=N1)N=C(O2)N2CC1=NNC=C1C2